n-butylnaphthalenesulfonic acid sodium salt [Na+].C(CCC)C1=C(C2=CC=CC=C2C=C1)S(=O)(=O)[O-]